3-(4-fluorophenyl)-1,5-diphenyl-4,5-dihydro-1H-pyrazole FC1=CC=C(C=C1)C1=NN(C(C1)C1=CC=CC=C1)C1=CC=CC=C1